5-bromo-4-(4-fluorophenyl)-1-(4-methoxybenzyl)-1H-1,2,3-triazole BrC1=C(N=NN1CC1=CC=C(C=C1)OC)C1=CC=C(C=C1)F